ClC=1C=C(C=C(C1)C(F)(F)F)NC=1N(C2=NC(=NC=C2N1)NC1CCCC1)CC(C)NC(OC(C)(C)C)=O tert-butyl (1-(8-((3-chloro-5-(trifluoromethyl) phenyl)amino)-2-(cyclopentylamino)-9H-purin-9-yl)propan-2-yl)carbamate